methyl 4-(benzyloxy)-3-(1,3-dioxolan-2-yl)-5-iodobenzoate C(C1=CC=CC=C1)OC1=C(C=C(C(=O)OC)C=C1I)C1OCCO1